Cl.C12C(C3CC(CC(C1)C3)C2)NC adamantan-2-yl-methylamine hydrochloride